FC(C)(F)C1=NC=CC(=N1)N1CC2(C=3C=NC(=CC31)NC(C)=O)CCCC2 N-(1'-(2-(1,1-difluoroethyl)pyrimidin-4-yl)-1',2'-dihydrospiro[cyclopentane-1,3'-pyrrolo[3,2-c]pyridin]-6'-yl)acetamide